1,2-diaminopropanol NC(C(C)N)O